N-palmitoleoyl-L-phenylalanine C(CCCCCCC\C=C/CCCCCC)(=O)N[C@@H](CC1=CC=CC=C1)C(=O)O